6,7-dihydro-5H-benzo[7]annulene-3-carboxylate C1=CC(=CC2=C1C=CCCC2)C(=O)[O-]